N-(3-(5-((3-acrylamido-4-(morpholine-4-carbonyl)phenyl)amino)-1-methyl-6-oxo-1,6-dihydropyridin-3-yl)-2-methylphenyl)-4-(trifluoromethyl)benzamide C(C=C)(=O)NC=1C=C(C=CC1C(=O)N1CCOCC1)NC1=CC(=CN(C1=O)C)C=1C(=C(C=CC1)NC(C1=CC=C(C=C1)C(F)(F)F)=O)C